(8S,10S)-10-[(3-amino-2,3,6-trideoxy-α-L-lyxo-hexopyranosyl)oxy]-8-glycolyl-7,8,9,10-tetrahydro-6,8,11-trihydroxy-1-methoxy-5,12-naphthacenedione hydrochloride Cl.N[C@H]1C[C@@H](O[C@H]([C@H]1O)C)O[C@H]1C[C@](CC=2C(=C3C(C=4C=CC=C(C4C(C3=C(C12)O)=O)OC)=O)O)(O)C(CO)=O